C1(=CC=C(C=C1)C1=CC(=NC(=N1)C1=CC=CC=C1)C1=CC=C(C=C1)Cl)C1=CC=CC=C1 6-(4-biphenylyl)-2-phenyl-4-(4-chlorophenyl)-pyrimidine